CC1N(C1)CCC(=O)O.CC1N(C1)CCC(=O)O.CC1N(C1)CCC(=O)O.C(O)C(CC)(CO)CO trimethylolpropane tris[3-(2-methyl-aziridinyl)-propionate]